3-fluoro-N-hydroxybenzamid FC=1C=C(C(=O)NO)C=CC1